BrC1=C(C=C(C(=O)C2=CC=CC=C2)C(C)C)C=CC=C1 2-(2-bromobenzylidene)-3-methyl-1-phenylbutan-1-one